CN1C(N(C(C(=C1)C(=O)NC1=CC(=C(C=C1)OC1=CC(=NC=2N1N=CC2)C)F)=O)C2=CC=C(C=C2)F)=O 1-methyl-3-(4-fluorophenyl)-N-(3-fluoro-4-((5-methylpyrazolo[1,5-a]pyrimidine-7-yl)oxy)phenyl)-2,4-dioxo-1,2,3,4-tetrahydropyrimidine-5-carboxamide